CC1=NOC(=C1C1=CC=C2C=3N([C@H](COC31)C3=NC=CC=C3)C(=N2)N2CCN(CC2)CC)C (4S)-7-(3,5-dimethylisoxazol-4-yl)-2-(4-ethylpiperazin-1-yl)-4-pyridin-2-yl-4,5-dihydroimidazo[1,5,4-de][1,4]benzoxazine